O=C1NC(CCC1C1=CC=C(C=C1)N(C1CCC(CC1)C(=O)N1CCC(CC1)(C(=O)O)C)C)=O 1-((1R,4R)-4-((4-(2,6-DIOXOPIPERIDIN-3-YL)PHENYL)(METHYL)AMINO)CYCLOHEXANE-1-CARBONYL)-4-METHYLPIPERIDINE-4-CARBOXYLIC ACID